2,5-dimethyl-1,5-hexadien-3-ol CC(=C)C(CC(=C)C)O